OCC1CC(C1)NC(OC(C)(C)C)=O tert-butyl ((1r-3r)-3-(hydroxymethyl)cyclobutyl)carbamate